1-[(1-ethyl-1H-pyrazol-4-yl)methyl]-3-[2-fluoro-5-{[(2S)-oxolan-2-yl]methoxy}-3-(trifluoromethyl)phenyl]-1,3-dihydro-2H-imidazol-2-one C(C)N1N=CC(=C1)CN1C(N(C=C1)C1=C(C(=CC(=C1)OC[C@H]1OCCC1)C(F)(F)F)F)=O